CC1=C(C=CC(=C1)C)OC1=C2N=CN(C2=NC(=N1)N[C@H]([C@@H](C)O)CCCC)C(C)C (2R,3S)-3-((6-((2,4-dimethylphenyl)oxy)-9-isopropyl-9H-purin-2-yl)amino)-2-heptanol